CC1=C(C=C(C=C1)NC1=NN2C(=NC=CC2=N1)C1=CC(=C(C(=C1)OC)OC)OC)O N-(4-methyl-3-hydroxyphenyl)-5-(3,4,5-trimethoxyphenyl)-[1,2,4]triazolo[1,5-c]pyrimidin-2-amine